5-methyl-5-methoxy-carbonylnorbornene CC1(C2C=CC(C1)C2)C(=O)OC